4-chlorophenylmagnesium bromide ClC1=CC=C(C=C1)[Mg]Br